((6-(methylamino)pyridin-3-yl)methyl)pyrazine-2,3-diamine CNC1=CC=C(C=N1)CC=1N=C(C(=NC1)N)N